10-(1-((6-chloro-2-(1-methyl-1H-pyrazol-4-yl)pyridin-3-yl)amino)ethyl)-3-(hydroxymethyl)-8-methyl-4,5-dihydro-3H,6H-2,2a,5a-triazaaceanthrylen-6-one ClC1=CC=C(C(=N1)C=1C=NN(C1)C)NC(C)C=1C=C(C=C2C(N3CCC(N4N=CC(C12)=C43)CO)=O)C